cobalt(II) fluoride hydrate O.[Co](F)F